COC=1C=C(C=CC1OCC#C)/C=C/C(=O)NC1=C(C(=O)NCCN2CCN(CC2)C)C=CC=C1 (E)-2-(3-(3-methoxy-4-(prop-2-yn-1-yloxy)phenyl)acrylamido)-N-(2-(4-methylpiperazin-1-yl)ethyl)benzamide